triethanol ammonium salicylate C(C=1C(O)=CC=CC1)(=O)[O-].[NH4+].C(C)O.C(C)O.C(C)O